2-(7-(Butylamino)-5-(3-(6-methyl-1,2,4,5-tetrazin-3-yl)phenyl)-1,3-dioxo-1H-benzo[de]isoquinolin-2(3H)-yl)ethan-1-aminium 2,2,2-trifluoroacetate FC(C(=O)[O-])(F)F.C(CCC)NC=1C=2C3=C(C(N(C(C3=CC1)=O)CC[NH3+])=O)C=C(C2)C2=CC(=CC=C2)C=2N=NC(=NN2)C